C(C)(C)(C)OC(=O)N1C[C@H](CC1)C=1C=NC=CC1F (R)-3-(4-Fluoropyridin-3-yl)pyrrolidine-1-carboxylic acid tert-butyl ester